C(=O)(N1C=NC=C1)N1C=NC=C1 carbonylbis(1H-imidazole)